cyclohexyl (R)-4-((3S,8S,9S,10R,13R,14S,17R)-3-(ethoxymethoxy)-10,13-dimethyl-2,3,4,7,8,9,10,11,12,13,14,15,16,17-tetradecahydro-1H-cyclopenta[a]phenanthren-17-yl)pentanoate C(C)OCO[C@H]1CC[C@@]2([C@H]3CC[C@@]4([C@H](CC[C@H]4[C@@H]3CC=C2C1)[C@@H](CCC(=O)OC1CCCCC1)C)C)C